C(#N)C=1C=C(OC2=C(C=3C=CN(C3C=C2F)S(=O)(=O)C2=CC=C(C)C=C2)C(=O)NC)C=CC1F 5-(3-cyano-4-fluorophenoxy)-6-fluoro-N-methyl-1-tosyl-1H-indole-4-carboxamide